N-(Deutero(4-(6-(dimethylamino)pyridin-3-yl)phenyl)methyl)-N-(4-methylpyridin-2-yl)tetrahydro-2H-pyran-4-carboxamide [2H]C(N(C(=O)C1CCOCC1)C1=NC=CC(=C1)C)C1=CC=C(C=C1)C=1C=NC(=CC1)N(C)C